3-(6-chloro-5-(methylsulfonamido)pyrazin-2-yl)-N-(4-phenethoxyphenyl)benzamide ClC1=C(N=CC(=N1)C=1C=C(C(=O)NC2=CC=C(C=C2)OCCC2=CC=CC=C2)C=CC1)NS(=O)(=O)C